CC=1CC(C(C(C1)C)C)C(C)=O 1-(3,5,6-trimethyl-1-cyclohex-3-enyl)ethanone